1-(2-((2-methoxy-4-(4-methyl-4H-1,2,4-triazol-3-yl)phenyl)amino)-6-methylpyrido[3,4-d]pyrimidin-8-yl)-2,2,3-trimethylazetidine-3-carbonitrile COC1=C(C=CC(=C1)C1=NN=CN1C)NC=1N=CC2=C(N1)C(=NC(=C2)C)N2C(C(C2)(C#N)C)(C)C